1-(2,6-dibenzyloxy-3-pyridyl)-5-(1,4-dioxa-8-azaspiro[4.5]decan-8-yl)-3-methyl-benzimidazol-2-one C(C1=CC=CC=C1)OC1=NC(=CC=C1N1C(N(C2=C1C=CC(=C2)N2CCC1(OCCO1)CC2)C)=O)OCC2=CC=CC=C2